The molecule is a benzoate ester resulting from the formal condensation of the carboxy group of 3,5-dimethoxybenzoic acid with the hydroxy group of (-)-borneol. It is a dimethoxybenzene, a benzoate ester, a monoterpenoid and a carbobicyclic compound. It derives from a (-)-borneol and a 3,5-dimethoxybenzoic acid. C[C@]12CC[C@H](C1(C)C)C[C@H]2OC(=O)C3=CC(=CC(=C3)OC)OC